C(C)(CC)C1=CC=C(C=C1)NCC1CCN(CC1)S(=O)(=O)C=1C=C(N(C1)C)C(=O)O 4-((4-(((4-(sec-butyl)phenyl)amino)methyl)piperidin-1-yl)sulfonyl)-1-methyl-1H-pyrrole-2-carboxylic acid